ClC1=C(C=C(C=C1)C1CC(NCC1)=O)F 4-(4-chloro-3-fluoro-phenyl)piperidin-2-one